11,12-didehydro-γ-oxo-dibenz[b,f]azocine-5(6H)-butanoic acid O=C(CCC(=O)O)N1C2=C(C#CC3=C(C1)C=CC=C3)C=CC=C2